FC=1C=C2C(=NNC2=CC1OCCOC)C1=CC(=NO1)C1=CC=C(C=C1)N1CCC(CC1)O 1-(4-{5-[5-Fluoro-6-(2-methoxyethoxy)-1H-indazol-3-yl]-1,2-oxazol-3-yl}phenyl)piperidin-4-ol